6-(6,7-dimethoxy-3-oxo-1,3-dihydronaphtho[2,3-c]furan-4-yl)benzo[d][1,3]dioxol-5-yl picolate N1=C(C=CC=C1)C(=O)OC1=CC2=C(OCO2)C=C1C1=C2C=C(C(=CC2=CC=2COC(C21)=O)OC)OC